2,5-diaminocyclohexa-1,4-diene-1,4-dicarboxylic acid NC1=C(CC(=C(C1)C(=O)O)N)C(=O)O